2-chloro-4-(3-(3-fluoro-4-(5-(4-(2-(1-methyl-2,6-dioxopiperidin-3-yl)-1,3-dioxoisoindolin-5-yl)piperazin-1-yl)pentyl)phenyl)-4,4-dimethyl-5-oxo-2-thioxoimidazolidin-1-yl)benzonitrile ClC1=C(C#N)C=CC(=C1)N1C(N(C(C1=O)(C)C)C1=CC(=C(C=C1)CCCCCN1CCN(CC1)C=1C=C2C(N(C(C2=CC1)=O)C1C(N(C(CC1)=O)C)=O)=O)F)=S